CN(C(OC(C)(C)C)=O)CC1=NC(=CC2=C1CNC2=O)N(C(C)C)C tert-butyl methyl({6-[methyl(propan-2-yl)amino]-1-oxo-2,3-dihydro-1H-pyrrolo[3,4-c]pyridin-4-yl}methyl)carbamate